N-(3-(2-aminoquinazolin-6-yl)-2,4-difluorophenyl)benzofuran-5-sulfonamide NC1=NC2=CC=C(C=C2C=N1)C=1C(=C(C=CC1F)NS(=O)(=O)C=1C=CC2=C(C=CO2)C1)F